tert-butyl 2-methoxy-3-azabicyclo[3.1.0]hexane-3-carboxylate COC1C2CC2CN1C(=O)OC(C)(C)C